C(C)(=O)O[C@H]1CC[C@@]2(C3CC[C@]4([C@H](C3CCC2C1)CC[C@@H]4[C@@H](CCCC(CC)OC(C)=O)C)C)C acetic acid-(7R)-7-[(1R,3aS,7S,9aS,11aR)-7-acetoxy-9a,11a-dimethylhexadecahydro-1H-cyclopenta[1,2-a]phenanthrene-1-yl]oct-3-yl ester